(E)-1-methyl-4-oxo-N'-(thien-2-ylmethylene)-1,4-dihydroquinoline-3-carbohydrazide CN1C=C(C(C2=CC=CC=C12)=O)C(=O)N/N=C/C=1SC=CC1